m-tolyl-triazole C1(=CC(=CC=C1)C=1N=NNC1)C